NC1=C(C=C(C=N1)C1=CC=C(C=C1)C(=O)N1CCC(CC1)N1CCCC1)OCC1=C(C(=CC=C1F)F)Cl {4-[6-amino-5-(2-chloro-3,6-difluoro-benzyloxy)-pyridin-3-yl]-phenyl}-(4-pyrrolidin-1-yl-piperidin-1-yl)-methanone